CSC1CCN(C1)C(=O)[O-] 4-(methylthio)pyrrolidine-1-carboxylate